C(CCC=C)[Si](OCC)(C)C 4-pentenyldimethylethoxysilane